BrC1=NC(=CC(=C1OCOC)OC(CO[Si](C)(C)C(C)(C)C)CC)I 2-Bromo-4-((1-((tert-butyldimethylsilyl)oxy)but-2-yl)oxy)-6-iodo-3-(methoxymethoxy)pyridine